C1(CCC1)C[C@H](C(=O)N1CC2(CCCC2)[C@](CC1)(O)CN1C=C(C(=CC1=O)C1=CC=CC=C1)C(=O)N1CCN(CC1)C(=O)OC(C)(C)C)C tert-Butyl 4-(1-(((S)-7-((R)-3-cyclobutyl-2-methylpropanoyl)-10-hydroxy-7-azaspiro[4.5]decan-10-yl)methyl)-6-oxo-4-phenyl-1,6-dihydropyridine-3-carbonyl)piperazine-1-carboxylate